O=C1NC(CCC1N1C(C2=CC=C(C=C2C1=O)N1CC(C1)NC=1C(=NC=C(C1)N1CCN(CC1)CC=1C=NC=2C=C(C(NC2C1)=O)CC)C(=O)NC)=O)=O 3-((1-(2-(2,6-dioxopiperidin-3-yl)-1,3-dioxoisoindolin-5-yl)azetidin-3-yl)amino)-5-(4-((7-ethyl-6-oxo-5,6-dihydro-1,5-naphthyridin-3-yl)methyl)piperazin-1-yl)-N-methylpicolinamide